3-(p-ethylphenyl)-2,2-dimethylpropionaldehyde C(C)C1=CC=C(C=C1)CC(C=O)(C)C